8-(4,4-dimethylcyclohex-1-en-1-yl)-N-isopropyl-6-methoxyquinoline-3-carboxamide CC1(CC=C(CC1)C=1C=C(C=C2C=C(C=NC12)C(=O)NC(C)C)OC)C